diethyl (4-(4-(4-((2-amino-4-(butylamino)-5-oxopyrido[4,3-d]pyrimidin-6(5H)-yl)methyl)benzyl)piperazin-1-yl)butyl)phosphonate NC=1N=C(C2=C(N1)C=CN(C2=O)CC2=CC=C(CN1CCN(CC1)CCCCP(OCC)(OCC)=O)C=C2)NCCCC